5-((5-chloro-2-(4-(morpholinomethyl)piperidin-1-yl)pyrimidin-4-yl)amino)-3-(3-hydroxy-3-methylbutyl)-1-methyl-1,3-dihydro-2H-benzo[d]imidazol-2-one ClC=1C(=NC(=NC1)N1CCC(CC1)CN1CCOCC1)NC1=CC2=C(N(C(N2CCC(C)(C)O)=O)C)C=C1